(2R,3R,4S,5R)-2-(acetoxymethyl)-5-(2-fluoro-6-iodo-9H-purin-9-yl)tetrahydrofuran-3,4-diyldiacetate C(C)(=O)OC[C@@H]1O[C@H]([C@H]([C@H]1CC(=O)[O-])CC(=O)[O-])N1C2=NC(=NC(=C2N=C1)I)F